([1,1'-biphenyl]-4-ylcarbamoyl)thiophene-2-carboxylic acid methyl ester COC(=O)C=1SC=CC1C(NC1=CC=C(C=C1)C1=CC=CC=C1)=O